CC(CCCCCCCCCCCCCCCCC)([NH3+])C N-dimethyloctadecyl-ammonium